3-[2-(4-chloro-3-fluorophenoxy)acetamido]-N-(5-methoxypyridin-2-yl)bicyclo[1.1.1]pentane-1-carboxamide ClC1=C(C=C(OCC(=O)NC23CC(C2)(C3)C(=O)NC3=NC=C(C=C3)OC)C=C1)F